NC1=CC(=C2C(C(CCCCC[C@@](C3=NN=C(C1=N2)O3)(C(F)(F)F)O)(C)C)=O)C(F)(F)F (6R)-17-Amino-6-hydroxy-12,12-dimethyl-6,15-bis(trifluoromethyl)-19-oxa-3,4,18-triazatricyclo[12.3.1.12,5]nonadeca-1(18),2,4,14,16-pentaen-13-one